C(N)(=N)NCC(=O)O N-amidinoglycine